α,α,6-trifluoro-2-pyridinepropionic acid FC(C(=O)O)(CC1=NC(=CC=C1)F)F